(R)-tert-butyl 2-(1-(1-(2,6-bis(benzyloxy) pyridin-3-yl)-3-methyl-2-oxo-2,3-dihydro-1H-benzo[d]imidazol-5-yl)piperidin-4-yl)propanoate C(C1=CC=CC=C1)OC1=NC(=CC=C1N1C(N(C2=C1C=CC(=C2)N2CCC(CC2)[C@H](C(=O)OC(C)(C)C)C)C)=O)OCC2=CC=CC=C2